NOCCC1=C(C=C(C(=C1)C)I)I 1-[2-(aminooxy)ethyl]-2,4-diiodo-5-methylbenzene